C(C)(=O)N1CCC(=CC1)C=1C=C2C=C(N=CC2=C(C1F)N)NC1=NN2CC(N(CCC2=C1)C(C)C)=O 2-((6-(1-acetyl-1,2,3,6-tetrahydropyridin-4-yl)-8-amino-7-fluoroisoquinolin-3-yl)amino)-6-isopropyl-5,6-dihydro-4H-pyrazolo[1,5-d][1,4]diazepin-7(8H)-one